C1(=CC=CC=C1)C1=C(C2=C(OC3=C2C=CC=C3)C=C1)C=1C(=C(C=CC1)C=1C(=CC=CC1)C1=CC=CC=C1)C1=NN=NC(=C1C1=C(C(=CC=3C2=CC=CC=C2CC13)C)C)C1=CC=CC=C1 (phenyldibenzofuranyl)[phenyl-(dimethylfluorenyl)triazineyl]terbenzene